DL-homoalanin-4-yl-(methyl)phosphinic acid ammonium [NH4+].N[C@@H](CCP(O)(=O)C)C(=O)O |r|